N-(3-(2,6-dioxopiperidin-3-yl)benzofuran-5-yl)-7-(((1R,2S,4R)-1,7,7-trimethylbicyclo[2.2.1]heptane-2-yl)amino)heptylamide O=C1NC(CCC1C1=COC2=C1C=C(C=C2)[N-]CCCCCCCN[C@@H]2[C@@]1(CC[C@H](C2)C1(C)C)C)=O